α-butyl-α-(4-chlorophenyl)-1H-1,2,4-triazole-1-propanenitrile C(CCC)C(C#N)(CN1N=CN=C1)C1=CC=C(C=C1)Cl